1-(4-hydroxy-3-nitrophenyl)-N-methylcyclopropane-1-carboxamide OC1=C(C=C(C=C1)C1(CC1)C(=O)NC)[N+](=O)[O-]